C(C)OC(=O)C1=CNC2=C(C=NC=C2C1=O)Br 8-bromo-4-oxo-1,4-dihydro-1,6-naphthyridine-3-carboxylic acid ethyl ester